CN1C=NC=C(C1=O)C1=CC=C(C=C1)C1(CC1)C1(CCC=2N1N=C(N2)C(=O)N)C2=CC=CC=C2 (1-(4-(1-methyl-6-oxo-1,6-dihydropyrimidin-5-yl)phenyl)cyclopropyl)-5-phenyl-6,7-dihydro-5H-pyrrolo[1,2-b][1,2,4]triazole-2-carboxamide